(3aR,5r,6aS)-5-(6-chloro-1H-indazol-4-yl)-2-(phenylsulfonyl)octa-hydrocyclopenta[c]pyrrol-5-ol ClC1=CC(=C2C=NNC2=C1)C1(C[C@@H]2[C@@H](CN(C2)S(=O)(=O)C2=CC=CC=C2)C1)O